FC(S(=O)(=O)OC1=CC=C(C=C1)C1CCC(CC1)N1CCN(CC1)C(=O)OC(C)(C)C)(F)F Tert-butyl 4-((1s,4s)-4-(4-(((trifluoromethyl)sulfonyl)oxy)phenyl)cyclohexyl)piperazine-1-carboxylate